Tert-butyl N-(3-piperazin-1-ylcyclobutyl)carbamate N1(CCNCC1)C1CC(C1)NC(OC(C)(C)C)=O